C(C1CO1)OC1=CC=C(C=C1)C(C)(C)C1=CC=C(C=C1)OCC1CO1 2,2-bis-(4'-glycidyloxyphenyl)propane